C(C)(C)(C)OC(=O)N1CCN(CC1)C1=NC=C(C2=CC=C(C=C12)Br)Cl 4-(7-bromo-4-chloroisoquinolin-1-yl)piperazine-1-carboxylic acid tert-butyl ester